FC1=CC=C(C=C1)N1C(NN=C1C=1OC=CC1)=S 4-(4-Fluorophenyl)-5-(furan-2-yl)-2,4-dihydro-3H-1,2,4-triazol-3-thion